C(=O)(OC(C)(C)C)N1CC2=CC=C(C=C2CC1)C1=COC=C1 2-Boc-6-(furan-3-yl)-3,4-dihydroisoquinoline